dichloro(2-ethylhexyl)octylsilane Cl[Si](CCCCCCCC)(CC(CCCC)CC)Cl